FC1=NC(=NC(=C1C(F)(F)F)OC)C1=NC=CC(=C1)SC 4-fluoro-6-methoxy-2-(4-methylsulfanyl-2-pyridyl)-5-trifluoromethylpyrimidine